6-((4-methoxy-[1,1':4',1'':4'',1'''-quaterphenyl]-2-yl)oxy)hexan-1-amine COC1=CC(=C(C=C1)C1=CC=C(C=C1)C1=CC=C(C=C1)C1=CC=CC=C1)OCCCCCCN